O1CC(CC2=CC=CC=C12)NC(=O)NC(CO)C1=CC(=NC=C1)OC(F)F 1-(chroman-3-yl)-3-(1-(2-(difluoromethoxy)pyridin-4-yl)-2-hydroxyethyl)urea